N-(4-((2-(3,3-Difluoroazetidin-1-yl)-6-methylpyrimidin-4-yl)amino)-5-(6-azaspiro[2.5]octan-6-yl)quinazolin-7-yl)-2-hydroxyethane-1-sulfonamide FC1(CN(C1)C1=NC(=CC(=N1)NC1=NC=NC2=CC(=CC(=C12)N1CCC2(CC2)CC1)NS(=O)(=O)CCO)C)F